ClC=1C=C(O[C@H](CC2CC23CCN(CC3)C(=O)[O-])C)C=CC1C(N(C)C)=O |o1:5| 1-((S or R)-2-(3-chloro-4-(dimethylcarbamoyl)phenoxy)propyl)-6-azaspiro[2.5]octane-6-carboxylate